ClC1=CC=C(C=C1)N1N=C(N=C1)C(=O)N 1-(4-chlorophenyl)-1H-1,2,4-triazole-3-carboxamide